C(C)(=O)OCCCCCCCCCCCC\C=C/CCC (Z)-heptadecan-13-en-1-yl acetate